indazole-sulfonylamine N1N=C(C2=CC=CC=C12)S(=O)(=O)N